FC(C(C(F)(F)F)C1NCC12CC(C2)CC2=C(C=CC=C2)OCCN)(F)F 1,1,1,3,3,3-hexafluoropropan-2-yl-6-(2-(2-aminoethoxy)benzyl)-2-azaspiro[3.3]heptane